(1S,3R)-1-(4-bromo-2,6-difluorophenyl)-2-(2-fluoro-2-methylpropyl)-3-methyl-1,2,3,4-tetrahydroisoquinoline BrC1=CC(=C(C(=C1)F)[C@H]1N([C@@H](CC2=CC=CC=C12)C)CC(C)(C)F)F